(7R,14R)-11-((1-acetylazetidin-3-yl)ethynyl)-1-(difluoromethoxy)-6-(methyl-d3)-6,7-dihydro-7,14-methanobenzo[f]benzo[4,5]imidazo[1,2-a][1,4]diazocin-5(14H)-one C(C)(=O)N1CC(C1)C#CC1=CC2=C(N=C3N2[C@H]2C4=C(C(N([C@@H]3C2)C([2H])([2H])[2H])=O)C=CC=C4OC(F)F)C=C1